(R)-2-(3-(3-((4-methyl-4H-1,2,4-triazol-3-yl)methyl)oxetan-3-yl)phenyl)-6-((3-phenylpyrrolidin-1-yl)methyl)-4-(trifluoromethyl)isoindolin-1-one CN1C(=NN=C1)CC1(COC1)C=1C=C(C=CC1)N1C(C2=CC(=CC(=C2C1)C(F)(F)F)CN1C[C@H](CC1)C1=CC=CC=C1)=O